(Z)-5-((6-chloro-7-(methylsulfanyl)-1H-indol-3-yl)methylene)-3-(3,4-difluorobenzyl)imidazolidine-2,4-dione ClC1=CC=C2C(=CNC2=C1SC)\C=C/1\C(N(C(N1)=O)CC1=CC(=C(C=C1)F)F)=O